S(=O)(=O)(O)C(C(=O)OC(CC=C)C)(CCCCNC(CCSSC1=NC=CC=C1)=O)N1C(CCC1=O)=O n-penten-4-ol sulfosuccinimidyl-6-[3-[2-pyridyldithio]propionamido]hexanoate